ClC=1C(=CC(=C(C1)[C@H](N[S@@](=O)C(C)(C)C)C1CCNCC1)OCC=C)C (S)-N-[(R)-[5-chloro-4-methyl-2-(prop-2-en-1-yloxy)phenyl](piperidin-4-yl)methyl]-2-methylpropane-2-sulfinamide